C1(CC1)N(C1=C(C(=NC=N1)NC[C@@H]1[C@H](CN(CC1)CC(=O)N)O)F)CC1=CC=C(C=C1)C=1C=NN(C1)C ((3R,4R)-4-(((6-(cyclopropyl(4-(1-methyl-1H-pyrazol-4-yl)benzyl)amino)-5-fluoropyrimidin-4-yl)amino)methyl)-3-hydroxypiperidin-1-yl)acetamide